N1(CCCCC1)C/C=C/C(=O)O (2E)-4-(1-piperidinyl)-2-butenoic acid